C(C)(C)OC1=C(C=CC=C1)C=1N=C(SC1)N (2-isopropoxyphenyl)thiazol-2-amine